CN1N=C2N(C3=C(OC2)C(=CC=C3)NC(OC(C)(C)C)=O)C1=O tert-butyl (2-methyl-1-oxo-2,4-dihydro-1H-benzo[b][1,2,4]triazolo[4,3-d][1,4]oxazin-6-yl)carbamate